FC(C(=O)O)(F)F.ClC=1C(=C(C=CC1)NC1C2=C(C=3N(CC1)N=NC3C)C=CC(=C2)C=2CCN(CC2)C2CCC2)F N-(3-chloro-2-fluorophenyl)-9-(1-cyclobutyl-1,2,3,6-tetrahydropyridin-4-yl)-1-methyl-6,7-dihydro-5H-benzo[c][1,2,3]triazolo[1,5-a]azepin-7-amine 2,2,2-trifluoroacetate